OC(C1=CC=C(C=C1)C(C(=O)O)([2H])[2H])[2H] 2-(4-(hydroxymethyl-d)phenyl)acetic acid-2,2-d